2-((1-(6-nitropyridin-3-yl)piperidin-4-yl)oxy)acetaldehyde [N+](=O)([O-])C1=CC=C(C=N1)N1CCC(CC1)OCC=O